5-(3-(7-(4-amino-3-(4-phenoxyphenyl)-1H-pyrazolo[3,4-d]pyrimidin-1-yl)-2-azaspiro[3.5]nonan-2-yl)azetidin-1-yl)-2-(2,6-dioxopiperidin-3-yl)isoindoline-1,3-dione NC1=C2C(=NC=N1)N(N=C2C2=CC=C(C=C2)OC2=CC=CC=C2)C2CCC1(CN(C1)C1CN(C1)C=1C=C3C(N(C(C3=CC1)=O)C1C(NC(CC1)=O)=O)=O)CC2